CS(=O)(=N)C=1C=C(C=CC1)N1N=CC=C1C(=O)N (3-(S-methylsulfonimidoyl)phenyl)-1H-pyrazole-5-carboxamide